OC1=C(C(=CC(=C1)C(F)(F)F)C)C=1C=CC=2C(N1)=NN(C2)C[C@@H]2CC(NC2(C)C)=O (S)-4-((6-(2-hydroxy-6-methyl-4-(trifluoromethyl)phenyl)-2H-pyrazolo[3,4-b]pyridin-2-yl)methyl)-5,5-dimethylpyrrolidin-2-one